4-Amino-1-(3-(1-hydroxyethyl)phenyl)-2-oxo-7-(trifluoromethyl)-1,2-dihydroquinoline-3-carboxylic acid methyl ester COC(=O)C=1C(N(C2=CC(=CC=C2C1N)C(F)(F)F)C1=CC(=CC=C1)C(C)O)=O